2-methoxy-1-((2-methoxy-2-(p-tolyl)vinyl)oxy)-4-propylbenzene COC1=C(C=CC(=C1)CCC)OC=C(C1=CC=C(C=C1)C)OC